BrC=1C(=NC(=NC1)NC1=C(C=C(C(=C1)C)N1C[C@@H]([C@H](CC1)N1CCN(CC1)C)F)OC)NC=1C(=C2N=CC=NC2=CC1)NS(=O)(=O)C N-(6-((5-bromo-2-((4-((3S,4S)-3-fluoro-4-(4-methylpiperazin-1-yl)piperidin-1-yl)-2-methoxy-5-methylphenyl)amino)pyrimidin-4-yl)amino)quinoxalin-5-yl)methanesulfonamide